tert-butyl (1S*,5R*)-3-(5-chloro[1,3]thiazolo[5,4-d]pyrimidin-7-yl)-3,6-diazabicyclo[3.2.2]nonane-6-carboxylate ClC=1N=C(C2=C(N1)SC=N2)N2C[C@H]1CN([C@@H](C2)CC1)C(=O)OC(C)(C)C |o1:12,15|